CC(C)(C)S(=O)(=O)N1[C@@H](CC(CC1)C(=O)NC1CCC(CC1)(C(F)(F)F)O)C(F)(F)F (2S)-1-(2-methylpropane-2-sulfonyl)-N-[(1r,4r)-4-hydroxy-4-(trifluoromethyl)cyclohexyl]2-(trifluoromethyl)piperidine-4-carboxamide